(Z)-3-((tert-butylamino)methylene)-6-chloro-2-(1H-indol-3-yl)chroman-4-one C(C)(C)(C)N\C=C/1\C(OC2=CC=C(C=C2C1=O)Cl)C1=CNC2=CC=CC=C12